4-[4-chloro-6-(morpholin-4-yl)pyridin-2-yl]pyrimidin-2-amine ClC1=CC(=NC(=C1)N1CCOCC1)C1=NC(=NC=C1)N